(S)-N-[(R)-(4,5-dichloro-2-hydroxyphenyl)[1-(6-oxo-1,6-dihydropyridine-3-carbonyl)piperidin-4-yl]methyl]-2-methylpropane-2-sulfinamide ClC1=CC(=C(C=C1Cl)[C@H](N[S@@](=O)C(C)(C)C)C1CCN(CC1)C(=O)C1=CNC(C=C1)=O)O